ClC1=CC(=C(C=N1)C1=NC=CC(=C1)N1CC(C1)CC(C)(F)F)N[C@H](CCO)C (S)-3-((6'-Chloro-4-(3-(2,2-difluoropropyl)azetidin-1-yl)-[2,3'-bipyridin]-4'-yl)amino)butan-1-ol